5,6,7,8-tetrahydroquinoline-7-carbaldehyde N1=CC=CC=2CCC(CC12)C=O